FC1=CC=C(C=C1)C(O)C=1C(=NC=CC1)OC (4-fluorophenyl)(2-methoxypyridin-3-yl)methanol